CC1=NNC(=C1)C1=CC=2N=C(N=C(C2O1)N1CCOCC1)N1N=CC(=C1)C=1C=C(C=CC1)C 6-(3-methyl-1H-pyrazol-5-yl)-4-morpholino-2-[4-(m-tolyl)pyrazol-1-yl]furo[3,2-d]pyrimidine